ClC1=C(C=C(OC2=C(C=C(CCOC=3C=C4N(C(N3)=O)CC35N4CC(C3)C5)C=C2)F)C=C1)C(F)(F)F 3-(4-(4-chloro-3-(trifluoromethyl)phenoxy)-3-fluorophenethoxy)-7,8-dihydro-1H,6H,9H-7,8a-methanopyrrolo[1',2':3,4]imidazo[1,2-c]pyrimidin-1-one